C(=O)(O)CCOC(C=C)=O acrylic acid-2-carboxyethyl ester